COCCN(C[C@H](CC(=O)OC)C)C Methyl (S)-4-((2-methoxyethyl) (methyl) amino)-3-methylbutyrate